3-ACETYL-1H-INDOLE-2-CARBOXYLIC ACID C(C)(=O)C1=C(NC2=CC=CC=C12)C(=O)O